lithium cobalt-lithium aluminum oxide [O-2].[Al+3].[Li+].[Co+2].[Li+]